1-(3-(3,4-dimethyl-2,5,7,8-tetrahydro-6H-pyrazolo[4',3':4,5]pyrrolo[1,2-a]pyrazin-6-yl)-3-oxopropoxy)propan CC=1NN=C2C1C(=C1N2CCN(C1)C(CCOCCC)=O)C